(3S,4S)-1-Cyclopropylmethyl-4-{[5-(2,4-difluoro-phenyl)-isoxazole-3-carbonyl]-amino}-piperidine-3-carboxylic acid (1-methyl-1-pyrimidin-2-yl-ethyl)-amide CC(C)(C1=NC=CC=N1)NC(=O)[C@H]1CN(CC[C@@H]1NC(=O)C1=NOC(=C1)C1=C(C=C(C=C1)F)F)CC1CC1